7-chloro-1-(cyclopropylmethyl)-5-phenyl-1,3-dihydro-2H-1,4-benzodiazepin-2-one ClC=1C=CC2=C(C(=NCC(N2CC2CC2)=O)C2=CC=CC=C2)C1